C(C1=CC=CC=C1)NC(CC1=NC=C(C=C1)Br)=O N-Benzyl-2-(5-bromopyridin-2-yl)acetamide